1-(3-((7-methoxy-4-((2-methoxy-5-(thiophen-3-yl)phenyl)amino)quinazolin-6-yl)oxy)azetidin-1-yl)prop-2-en-1-one COC1=C(C=C2C(=NC=NC2=C1)NC1=C(C=CC(=C1)C1=CSC=C1)OC)OC1CN(C1)C(C=C)=O